O\N=C(\N(C=1C=CC2=C(N=C(O2)C)C1)C)/C=1N=NC(=CC1)N(C1CCNCC1)C (E)-N'-hydroxy-N-methyl-6-(methyl-(piperidin-4-yl)-amino)-N-(2-methylbenzo[d]-oxazol-5-yl)pyridazine-3-carboximidamide